FC(OC=1C=C(C=CC1)C1=NN(C=2C1=NC=C(C2)C(=O)NC(C)(C(C)(C)O)C)C(C)C)F 3-(3-(difluoromethoxy)phenyl)-N-(3-hydroxy-2,3-dimethylbutan-2-yl)-1-isopropyl-1H-pyrazolo[4,3-b]pyridine-6-carboxamide